OC=1C=C(C=C(C1O)O)C(COC(C=C)=O)CCCCCCCC acrylic acid-2-(3,4,5-trihydroxyphenyl)decyl ester